(1-OXO-2-PROPYLISOINDOLIN-7-YL)BORONIC ACID O=C1N(CC2=CC=CC(=C12)B(O)O)CCC